[Er].[Al] Aluminum erbium